COC=1C=C(C=C(C1OC)[N+](=O)[O-])C(=C(C#N)C1=NC=CN=C1)O 3-(3,4-dimethoxy-5-nitrophenyl)-3-hydroxy-2-(pyrazin-2-yl)acrylonitrile